5-bromo-2-methyl-7-(trifluoromethoxy)-1H-indol-1-amine BrC=1C=C2C=C(N(C2=C(C1)OC(F)(F)F)N)C